B([O-])([O-])[O-].[Al+3] Aluminium borate